2-[4-[(Z)-1,2-diphenylbut-1-enyl]phenoxy]-N,N-dimethylethanamine C1(=CC=CC=C1)/C(=C(\CC)/C1=CC=CC=C1)/C1=CC=C(OCCN(C)C)C=C1